CC(C(=O)OC(C)C)CC ISOPROPYL 2-METHYLBUTANOATE